CS(=O)(=O)C=1N=CC2=C(N1)N(C(C(=C2C#C[Si](C(C)C)(C(C)C)C(C)C)C2=CC=CC=C2)=O)C 2-methanesulfonyl-8-methyl-6-phenyl-5-[2-(triisopropylsilyl)ethynyl]pyrido[2,3-d]pyrimidin-7-one